COC(=O)N1CCC(CC1)COC1=C(C=C(C=C1)CN1CC2=CC=CC=C2C1)S(=O)(=O)N1CCCC1 4-((4-(isoindolin-2-ylmethyl)-2-(pyrrolidin-1-ylsulfonyl)phenoxy)methyl)piperidine-1-carboxylic acid methyl ester